COC=1C=NC=2N(C1)N=CC2N2C[C@@H](CC2)C=2C=C(C(=O)NC=1C=NC=C(C1)C(F)(F)F)C=CC2C (S)-3-(1-(6-methoxypyrazolo[1,5-a]pyrimidin-3-yl)pyrrolidin-3-yl)-4-methyl-N-(5-(trifluoromethyl)pyridin-3-yl)benzamide